Cl.Cl.CC1(CNCCNC1)C 6,6-dimethyl-1,4-diazepane dihydrochloride